CCCCCCCCC=CCCCCCCCC(=O)OCC(COP(=O)(O)OCC(CO)O)OC(=O)CCCCCCCC=CCCCCCCCC 1,2-dioleoyl-sn-glycero-3-phosphoglycerol